rac-((1R,5S)-1-methyl-3-oxabicyclo[3.1.0]hexan-6-yl)boronic acid C[C@@]12COC[C@H]2[C@H]1B(O)O |&1:6|